trans-3-cyclopropyl-N-(4-methyl-3-(4-methyloxazol-2-yl)phenyl)cyclobutane-1-carboxamide C1(CC1)[C@@H]1C[C@H](C1)C(=O)NC1=CC(=C(C=C1)C)C=1OC=C(N1)C